2-(4-((3-(3-Amino-3-methylazetidin-1-yl)-5-methyl-1H-pyrazol-1-yl)methyl)phenyl)-4-(2,6-difluorobenzyl)-2,4-dihydro-3H-1,2,4-triazol-3-one NC1(CN(C1)C1=NN(C(=C1)C)CC1=CC=C(C=C1)N1N=CN(C1=O)CC1=C(C=CC=C1F)F)C